ClC1=C(C=C(C(=O)O)C=C1)C1=CN(C=2C1=NC=C(C2)C=2C(=NOC2C)C)C(C)C2=CC=CC=C2 4-chloro-3-(6-(3,5-dimethylisoxazol-4-yl)-1-(1-phenylethyl)-1H-pyrrolo[3,2-b]pyridin-3-yl)benzoic acid